1-(2,2-difluorocyclobutyl)-N-[4-[2-[[4-(dimethylamino)cyclohexyl]amino]-8-isopropyl-7-oxo-pteridin-6-yl]-2,6-difluoro-phenyl]methanesulfonamide FC1(C(CC1)CS(=O)(=O)NC1=C(C=C(C=C1F)C1=NC=2C=NC(=NC2N(C1=O)C(C)C)NC1CCC(CC1)N(C)C)F)F